FC(S(=O)(=O)OC1=NC(=C(C2=C1C=CS2)C2=C(C=C(C=C2OCCOC)F)F)C2=NN1C(CN[C@@H]([C@@H]1C)C)=C2)(F)F [7-[2,4-difluoro-6-(2-methoxyethoxy) phenyl]-6-[(6R,7S)-6,7-dimethyl-4,5,6,7-tetrahydropyrazolo[1,5-a]pyrazin-2-yl] thieno[3,2-c]pyridin-4-yl] trifluoromethanesulfonate